(S)-4-(4-chloro-2-ethyl-phenyl)-4,5-dihydro-oxazol-2-ylamine ClC1=CC(=C(C=C1)[C@@H]1N=C(OC1)N)CC